N1CNCC2=C1SC(=C2)S(=O)(=O)Cl 1,2,3,4-tetrahydrothieno[2,3-d]pyrimidin-6-sulfonyl chloride